3,3a,4,5,6,6a-hexahydropyrrolo[3,4-b]pyrrol N=1C2C(CC1)CNC2